CC1(CN(C1)CCC=1C(=CC(N(C1)C(C(=O)N[C@@H](CC(=O)OCC)C=1C=C(C=C(C1F)C)C1=C(C=CC=C1C)C)CC(C)C)=O)C(F)(F)F)C ethyl (3S)-3-(2-(5-(2-(3,3-dimethylazetidin-1-yl)ethyl)-2-oxo-4-(trifluoromethyl)pyridin-1(2H)-yl)-4-methylpentanamido)-3-(4-fluoro-2',5,6'-trimethyl-[1,1'-biphenyl]-3-yl)propanoate